C(C)(C)(C)OC(=O)N1[C@@H](CCC1)C=1C=C(C=C2CCN(CC12)CC1(CCOCC1)O)C=1C=C2C(=NC1)NC=C2C (S)-2-(2-((4-hydroxytetrahydro-2H-pyran-4-yl)methyl)-6-(3-methyl-1H-pyrrolo[2,3-b]pyridin-5-yl)-1,2,3,4-tetrahydroisoquinolin-8-yl)pyrrolidine-1-carboxylic acid tert-butyl ester